C(#N)C=1C=NC(=NC1)N1C[C@H](N(C[C@@H]1C)C(=O)OC1CC2(CN(C2)CC2=CC=C(C=C2)Cl)C1)C 2-[(4-chlorophenyl)methyl]-2-azaspiro[3.3]heptan-6-yl (2R,5S)-4-(5-cyanopyrimidin-2-yl)-2,5-dimethylpiperazine-1-carboxylate